NCCN1C(=C(C(C=C1)=O)O)C N-aminoethyl-2-methyl-3-hydroxypyridin-4-one